N5-(3-(6-methoxypyridin-3-yl)phenyl)-N2,N2,N5-trimethylpyrido[3,2-e][1,2,4]triazolo[4,3-a]pyrimidine-2,5-diamine COC1=CC=C(C=N1)C=1C=C(C=CC1)N(C1=NC=2N(C3=C1C=CC(=N3)N(C)C)C=NN2)C